2-morpholino-6-(4,4,5,5-tetramethyl-1,3,2-dioxaborolan-2-yl)benzo[d]oxazole O1CCN(CC1)C=1OC2=C(N1)C=CC(=C2)B2OC(C(O2)(C)C)(C)C